(S)-1-phenylethyl alcohol C1(=CC=CC=C1)[C@H](C)O